N-(5-bromo-4-(2-((tert-butyldimethylsilyl)oxy)ethyl)pyridin-2-yl)pivaloamide (S)-tert-butyl-4-(6-bromo-1,2,4-triazin-3-yl)-2-cyclopropylpiperazine-1-carboxylate C(C)(C)(C)OC(=O)N1[C@H](CN(CC1)C=1N=NC(=CN1)Br)C1CC1.BrC=1C(=CC(=NC1)NC(C(C)(C)C)=O)CCO[Si](C)(C)C(C)(C)C